C(C)(C)N(C(=S)NC1=CC=C(C=C1)OC(F)(F)F)CC1=CC=2N(C=C1)N=CC2C(=O)N 5-((1-isopropyl-3-(4-(trifluoromethoxy)phenyl)thioureido)methyl)pyrazolo[1,5-a]pyridine-3-carboxamide